2-chloro-4-[3-[2-(1,3-dioxoisoindolin-2-yl)ethyl]-4,4-difluoro-5-methyl-1-piperidinyl]pyrimidine-5-carbonitrile ClC1=NC=C(C(=N1)N1CC(C(C(C1)C)(F)F)CCN1C(C2=CC=CC=C2C1=O)=O)C#N